C(C)(C)(C)N(C(O)=O)C1=NC2=CC(=C(C=C2C=N1)Cl)N1CCN(CC1)C1(COC1)C.ClC=1C=C2C=NC(=NC2=CC1N1CCN(CC1)C1(COC1)C)N 6-chloro-7-(4-(3-methyloxetan-3-yl)piperazin-1-yl)quinazolin-2-amine Tert-butyl-(6-chloro-7-(4-(3-methyloxetan-3-yl)piperazin-1-yl)quinazolin-2-yl)carbamate